O1CCC(CC1)CN 1-(tetrahydro-2H-pyran-4-yl)methaneamine